tert-butyl 7-(3-(4-(4-amino-3-(4-phenoxyphenyl)-1H-pyrazolo[3,4-d]pyrimidin-1-yl)piperidin-1-yl)azetidin-1-yl)-2-azaspiro[3.5]nonane-2-carboxylate NC1=C2C(=NC=N1)N(N=C2C2=CC=C(C=C2)OC2=CC=CC=C2)C2CCN(CC2)C2CN(C2)C2CCC1(CN(C1)C(=O)OC(C)(C)C)CC2